ClC(=O)N(C)CC1=C(C=C(C(=O)OC(C)(C)C)C=C1)OP(=O)(OC(C)(C)C)OC(C)(C)C tert-butyl 4-(((chlorocarbonyl)(methyl)amino)methyl)-3-((di-tert-butoxyphosphoryl)oxy)benzoate